(S)-9-(2-Methoxy-pyridin-4-yl)-2-((R)-3-methylmorpholin-4-yl)-8-trifluoromethyl-6,7,8,9-tetrahydro-pyrimido[1,2-a]-pyrimidin-4-one COC1=NC=CC(=C1)N1[C@@H](CCN2C1=NC(=CC2=O)N2[C@@H](COCC2)C)C(F)(F)F